C1(=CC(=CC=C1)C=1CCN(CC1)C(=O)OC(C)(C)C)C tert-Butyl 4-(m-tolyl)-3,6-dihydropyridine-1(2H)-carboxylate